S1C2=C(C=C1)C(=CC=C2)N2C[C@H](N(CC2)CCC2CCC(CC2)N)C (R)-4-(2-(4-(benzo[b]thiophen-4-yl)-2-methylpiperazin-1-yl)ethyl)cyclohexan-1-amine